((2-(2,6-dioxopiperidin-3-yl)-1-oxoisoindolin-5-yl)amino)pentanoic acid O=C1NC(CCC1N1C(C2=CC=C(C=C2C1)NC(C(=O)O)CCC)=O)=O